[Zn+2].C(C1=CC(=O)NC(=O)N1)(=O)[O-].C(C1=CC(=O)NC(=O)N1)(=O)[O-] orotic acid zinc salt